FC1=C(NC=2C=NC=C(C2C(=O)N)OC2=CC(=CC=C2)NS(=O)(=O)C(C)C)C=CC(=C1)I 3-(2-Fluoro-4-iodoanilino)-5-[3-(Propane-2-ylsulfonylamino)phenoxy]Pyridine-4-carboxamide